C(C1=CC=CC=C1)OC1=C2CCCC(C2=CC=C1)=O 5-(benzyloxy)-3,4-dihydronaphthalen-1(2H)-one